The molecule is alpha-D-GalpN-(1->3)-[alpha-L-Fucp-(1->2)]-D-Galp in which the configuration of the anomeric carbon of the galactose residue at the reducing end is beta. C[C@H]1[C@H]([C@H]([C@@H]([C@@H](O1)O[C@@H]2[C@H]([C@H]([C@H](O[C@H]2O)CO)O)O[C@@H]3[C@@H]([C@H]([C@H]([C@H](O3)CO)O)O)N)O)O)O